O=C1NC(CCC1N1C(C2=CC=C(C=C2C1=O)N[C@@H]1CN(CCC1)CC1CCNCC1)=O)=O 2-(2,6-dioxopiperidin-3-yl)-5-(((S)-1-(piperidin-4-ylmethyl)piperidin-3-yl)amino)isoindoline-1,3-dione